[3-[3-(2-hydroxyethylcarbamoyl)pyrazol-1-yl]-7-oxo-1,6-diazabicyclo[3.2.1]oct-3-en-6-yl]-sulfat OCCNC(=O)C1=NN(C=C1)C=1CN2C(N(C(C1)C2)OS(=O)(=O)[O-])=O